C(C)C=1C=CN2CCCC12 7-ethyl-2,3-dihydro-1H-pyrrolizine